FC(OC1CCC(CC1)NC(C)=O)F N-((1r,4r)-4-(difluoromethoxy)cyclohexyl)acetamide